C(C1=CC=CC=C1)OC(=O)N[C@@H](CCC(=O)NC1O[C@@H]([C@@H]2[C@H]1OC(O2)(C)C)C(=O)O)C(=O)OC (3AS,4S,6aR)-6-((S)-4-(((benzyloxy)carbonyl)amino)-5-methoxy-5-oxopentanoylamino)-2,2-dimethyltetrahydrofurano[3,4-d][1,3]dioxole-4-carboxylic acid